tert-butyl N-(47-bromo-3,6,9,12,15,18,21,24,27,30,33,36,39,42,45-pentadecaoxaheptatetracontan-1-yl)carbamate BrCCOCCOCCOCCOCCOCCOCCOCCOCCOCCOCCOCCOCCOCCOCCOCCNC(OC(C)(C)C)=O